3-amino-3-{[1-oxo-1-(pentyloxy)propan-2-yl]carbamoyl}propanoic acid NC(CC(=O)O)C(NC(C(OCCCCC)=O)C)=O